3-((4-Methoxybenzyl)thio)-5,6-dihydro-8H-imidazo[5,1-c][1,4]oxazine COC1=CC=C(CSC2=NC=C3COCCN32)C=C1